((4R,5R)-5-(2,4-dichlorophenyl)-2,2-diethyl-1,3-dioxolan-4-yl)methanol ClC1=C(C=CC(=C1)Cl)[C@@H]1[C@H](OC(O1)(CC)CC)CO